5-(difluoromethyl)pyrazole-4-carboxylic acid hydrochloride Cl.FC(C1=C(C=NN1)C(=O)O)F